CC=1OC2=C(C1)C=C(C=C2)OCCCN 3-((2-methylbenzofuran-5-yl)oxy)propan-1-amine